(1R,4r)-4-((benzyloxy)methyl)cyclohexanecarboxylic Acid C(C1=CC=CC=C1)OCC1CCC(CC1)C(=O)O